CC1=C(C=C(C(=C1)O)C(C)(C)C)C(CCC)C1=C(C=C(C(=C1)C(C)(C)C)O)C 1,1-bis(2-methyl-4-hydroxy-5-t-Butylphenyl)butane